tert-butyl 7-(phenylamino)-5-oxa-2-azaspiro[3.4]octane-2-carboxylate C1(=CC=CC=C1)NC1COC2(CN(C2)C(=O)OC(C)(C)C)C1